N-(6-(2,6-dimethylphenyl)-5-(3-((1R,3R)-3-(trifluoromethoxy)cyclopentyl)phenyl)pyrazin-2-yl)benzenesulfonamide CC1=C(C(=CC=C1)C)C1=C(N=CC(=N1)NS(=O)(=O)C1=CC=CC=C1)C1=CC(=CC=C1)[C@H]1C[C@@H](CC1)OC(F)(F)F